N1(N=NC2=C1C=CC=C2)CC(=O)N(C2=CC=C(C=C2)C=2C=NN(C2)C2OCCCC2)CC2=CC(=CC=C2)Cl 2-(benzotriazol-1-yl)-N-[(3-chlorophenyl)methyl]-N-[4-(1-tetrahydropyran-2-ylpyrazol-4-yl)phenyl]acetamide